C(C)(C)(C)OC(=O)N1N=C(C2=CC=C(C=C12)[C@@H]1C[C@@]12C(N(C1=CC=C(C=C21)OC)C(=O)OC(C)(C)C)=O)NC2=NC(=NC=C2OC)N2CC(C2)F tert-butyl (1R,2S)-2-[1-(tert-butoxycarbonyl)-3-{[2-(3-fluoroazetidin-1-yl)-5-methoxypyrimidin-4-yl]amino}indazol-6-yl]-5'-methoxy-2'-oxospiro[cyclopropane-1,3'-indole]-1'-carboxylate